C(N)(O)=O.C(C)C(C(=O)O)C#N ethyl-(2-cyanoacetic acid) carbamate